C(C1CO1)C1C(C(N(CN)CN)(CC2CO2)CC2CO2)(O1)CC1CO1 tetraglycidyl-bis(aminomethyl)glycidylamine